CC1=CC=C(C=C1)C1=CN(SC1)N(/N=C/C1=C(C=C(C=C1)F)C(=O)O)C1CC1 (E)-4-(4-methylphenyl)-2-[1-cyclopropyl-2-(2-carboxy-4-fluorobenzylidene)hydrazino]thiazoleN